ethyl (2,4,6-trimethylbenzoyl)-phenyl phosphite P(OCC)(OC1=C(C=CC=C1)C(C1=C(C=C(C=C1C)C)C)=O)[O-]